(S)-5-bromo-2-((1-(3-fluoropropyl)pyrrolidin-3-yl)oxy)pyrimidine BrC=1C=NC(=NC1)O[C@@H]1CN(CC1)CCCF